2-(4-Fluoro-2-methylphenoxy)-N-(2-oxopiperidin-4-yl)-4-(trifluoromethyl)benzamide Ethyl-(R)-4-((1-(2-cyanoacetyl)piperidin-3-yl)amino)-1H-pyrrolo[2,3-b]pyridine-5-carboxylate C(C)OC(=O)C=1C(=C2C(=NC1)NC=C2)N[C@H]2CN(CCC2)C(CC#N)=O.FC2=CC(=C(OC1=C(C(=O)NC3CC(NCC3)=O)C=CC(=C1)C(F)(F)F)C=C2)C